FC=1C=CC2=C(N(C(N2CCCCC2=CC=CC=C2)=O)C2CCN(CC2)C(=O)OC(C)(C)C)C1 tert-Butyl 4-(6-fluoro-2-oxo-3-(4-phenylbutyl)-2,3-dihydro-1H-benzo[d]imidazol-1-yl)piperidine-1-carboxylate